C(C)(=O)NC1=CC=C(C=C1)C1=C2C=CN(C(C2=CC=C1)=O)C(C(=O)O)=C 2-(5-(4-acetamidophenyl)-1-oxoisoquinolin-2(1H)-yl)acrylic acid